C(C)(C)(C)OC(=O)N1CC(CCC1)(C1=NC(=CC=C1)C)C(N)=O 3-carbamoyl-3-(6-methylpyridin-2-yl)piperidine-1-carboxylic acid tert-butyl ester